tert-butyl 3-(5-bromopyridin-3-yl)-1,4-oxazepane-4-carboxylate BrC=1C=C(C=NC1)C1COCCCN1C(=O)OC(C)(C)C